C(C)(=O)NC1=NC=CC(=C1)C1=C(N=C(N1COCC[Si](C)(C)C)SC)C=1C=C(C=CC1)NC(C1=C(C=CC=C1)CN1C(C2=CC=CC=C2C1=O)=O)=O N-(3-(5-(2-acetamidopyridin-4-yl)-2-(methylthio)-1-((2-(trimethylsilyl)ethoxy)methyl)-1H-imidazol-4-yl)phenyl)-2-((1,3-dioxoisoindolin-2-yl)methyl)benzamide